C1(CC1)C1=NC(=CC=C1S(=O)(=O)NC1=NC=NC=C1)O[C@@H]1[C@H](C[C@H](CC1)C1=CC(=CC=C1)C(F)(F)F)N(C)C 2-cyclopropyl-6-(((1S,2S,4S)-2-(dimethylamino)-4-(3-(trifluoromethyl)phenyl)-cyclohexyl)oxy)-N-(pyrimidin-4-yl)pyridine-3-sulfonamide